FC1=CC=C(OCC(=O)NC23CC(C(CC2)(CC3)C(=O)NCC3=NC=C(C=C3)C(F)(F)F)O)C=C1 4-[2-(4-fluorophenoxy)acetamido]-2-hydroxy-N-{[5-(trifluoromethyl)pyridin-2-yl]methyl}bicyclo[2.2.2]octane-1-carboxamide